[2-[4-(difluoromethyl)-1,3-thiazol-5-yl]-2-[4-(phthalazin-1-yloxy)piperidin-1-yl]ethyl]-6-fluorobenzamide FC(C=1N=CSC1C(CC1=C(C(=O)N)C(=CC=C1)F)N1CCC(CC1)OC1=NN=CC2=CC=CC=C12)F